The molecule is a D-galactosylglycerol that is glycerol in which one of the primary hydroxy groups has been converted into the corresponding beta-D-galactofuranosyl derivative. It derives from a beta-D-galactofuranose and a glycerol. C([C@H]([C@H]1[C@@H]([C@H]([C@@H](O1)OCC(CO)O)O)O)O)O